5-propyl-3-(trifluoromethyl)-7,8,9,10-tetrahydro-5H-pyrazino[1,2-a]pyrido[3,2-e]pyrazin-6(6aH)-one C(CC)N1C(C2N(C3=C1C=C(C=N3)C(F)(F)F)CCNC2)=O